N-(4-piperidylethyl)carbamic acid tert-butyl ester C(C)(C)(C)OC(NCCC1CCNCC1)=O